C(C)(=O)C1=C(NC2=C(C=CC(=C2C1=O)[N+](=O)[O-])Cl)NC1=C(C=C(C=C1)Cl)Cl 3-acetyl-8-chloro-2-((2,4-dichlorophenyl)amino)-5-nitroquinolin-4(1H)-one